CC1=C2C(=CN=C1C1=C3C=C(N=CC3=CC=N1)NC1=CC=C(C=C1)S(=O)(=O)C)N(N=C2)COCC[Si](C)(C)C 5-(4-methyl-1-((2-(trimethylsilyl)ethoxy)methyl)-1H-pyrazolo[3,4-c]pyridin-5-yl)-N-(4-(methylsulfonyl)phenyl)-2,6-naphthyridin-3-amine